4-(3-bromo-4-fluorobenzyl)-5,8-difluorophthalazin-1(2H)-one BrC=1C=C(CC2=NNC(C3=C(C=CC(=C23)F)F)=O)C=CC1F